ClCCCl ls-1,2-Dichloroethane